N=1N2C(=CC1)C1(CC2)CC1 5',6'-dihydrospiro[cyclopropane-1,4'-pyrrolo[1,2-b]pyrazole]